Cl[Si](O[Si](C(C)C)(C(C)C)Cl)(C(C)C)C(C)C 1,3-dichloro-1,1,3,3-tetraisopropyldisiloxan